ethyl 7-bromo-5-nitro-benzofuran-2-carboxylate BrC1=CC(=CC=2C=C(OC21)C(=O)OCC)[N+](=O)[O-]